ClC1=NN(C2=NC(=NC=C21)Cl)CCCOC2=NN(C(=C2[N+](=O)[O-])C)C=2N(N=CC2)CC 3,6-Dichloro-1-(3-((2'-ethyl-5-methyl-4-nitro-2'H-[1,3'-bipyrazol]-3-yl)oxy)propyl)-1H-pyrazolo[3,4-d]pyrimidine